2-amino-3-(phenylamino)benzonitrile NC1=C(C#N)C=CC=C1NC1=CC=CC=C1